C(#N)C(C)C=1C=C(C(=O)NC2=CC(=C(C=C2)C)N2N=CC(=C2)C=2C=NC=CC2OC2COC2)C=CC1 3-(1-cyanoethyl)-N-(4-methyl-3-(4-(4-(oxetan-3-yloxy)pyridin-3-yl)-1H-pyrazol-1-yl)phenyl)benzamide